t-butyl ((exo-3-(4-bromophenethyl)-3-azabicyclo[3.1.0]hexan-6-yl)methyl)carbamate BrC1=CC=C(CCN2CC3C(C3C2)CNC(OC(C)(C)C)=O)C=C1